7H-pyrrolo[2,3-d]pyrimidine N1=CN=CC2=C1NC=C2